(1RS,3SR,4SR)-5'-bromo-4'-chloro-4-methoxy-1'-(4-methoxybenzyl)-1',2'-dihydrospiro[cyclopentane-1,3'-pyrrolo[2,3-b]pyridin]-3-ol BrC=1C(=C2C(=NC1)N(C[C@@]21C[C@@H]([C@H](C1)OC)O)CC1=CC=C(C=C1)OC)Cl |r|